S1C(=NC2=C1C=CC=C2)C2=CC=C1C=C(C(=CC1=C2)C(=O)NC2=CC(=C(C=C2)CN2CCN(CC2)C)C(F)(F)F)OC 7-(benzo[d]thiazol-2-yl)-3-methoxy-N-(4-((4-methylpiperazin-1-yl)methyl)-3-(trifluoromethyl)phenyl)-2-naphthamide